C1=CC=CC2=C1CCCCC=CCCCCC2 benzocyclotridecan-10-ene